N-[2-(aminocarbonyl)phenyl]-3-[2-(isopropylamino)-2-oxoethoxy]benzamide NC(=O)C1=C(C=CC=C1)NC(C1=CC(=CC=C1)OCC(=O)NC(C)C)=O